(2-(3-methoxy-5-(pyrrolidine-1-carbonyl)phenylamino)-5-methylpyrimidin-4-ylamino)benzo[d]oxazol-2(3H)-one COC=1C=C(C=C(C1)C(=O)N1CCCC1)NC1=NC=C(C(=N1)NN1C(OC2=C1C=CC=C2)=O)C